(R)-6-chloro-3-((1-(2-cyano-3-((cyclopropylmethyl)amino)-7-methylquinoxalin-5-yl)ethyl)amino)picolinic acid ClC1=CC=C(C(=N1)C(=O)O)N[C@H](C)C1=C2N=C(C(=NC2=CC(=C1)C)C#N)NCC1CC1